methyllead bromide C[Pb]Br